N-(cyclopropyl-(5-(1H-indol-5-yl)pyridin-3-yl)methyl)ethanesulfonamide tert-butyl-(2,4-difluoro-5-((2-methoxyethyl)amino)benzyl)carbamate C(C)(C)(C)N(C(O)=O)CC1=C(C=C(C(=C1)NCCOC)F)F.C1(CC1)C(NS(=O)(=O)CC)C=1C=NC=C(C1)C=1C=C2C=CNC2=CC1